CCC(=O)O[C@H]1CC[C@]2([C@H]([C@]1(C)COC(=O)C)C[C@@H]([C@@]3([C@@H]2[C@H](C4=C(O3)C=C(OC4=O)C5=CN=CC=C5)O)C)OC(=O)CC)C The molecule is a sesquiterpenoid that consists of a heterotetracyclic system linked to a pyridine moiety. Isolated from the fungus, Aspergillus fumigatus, it exhibits inhibitory activity against acyl-CoA:cholesterol acyltransferase 2. It has a role as an acyl-CoA:cholesterol acyltransferase 2 inhibitor and an Aspergillus metabolite. It is an organic heterotetracyclic compound, a member of pyridines, a sesquiterpenoid and an acetate ester.